N-(tert-butyl)-2-methoxy-2-methylpropan-1-amine C(C)(C)(C)NCC(C)(C)OC